(3S)-3-(7-{[(2R)-2-Cyclopropyl-7-hydroxy-2,3-dihydropyrido[2,3-f][1,4]oxazepin-4(5H)-yl]methyl}-1-benzothiophen-5-yl)-3-(1,4-dimethyl-1H-benzotriazol-5-yl)propanoic acid C1(CC1)[C@H]1OC2=C(CN(C1)CC1=CC(=CC=3C=CSC31)[C@H](CC(=O)O)C3=C(C1=C(N(N=N1)C)C=C3)C)N=C(C=C2)O